FC(S(=O)(=O)OC1=NC=CC2=CN=C(C=C12)NC1=CC=C(C=C1)S(=O)(=O)C)(F)F 7-((4-(methylsulfonyl)phenyl)amino)-2,6-naphthyridin-1-yl trifluoromethanesulfonate